COCC1CNCCCC1 3-(methoxymethyl)azepane